C(CCC(=O)O)(=O)O.C(CCC(=O)O)(=O)O.C(CN)N (S,S)-EthyleneDiamine Disuccinic Acid